(4-(2-(3-chloro-4-(2-chloroethoxy)-5-cyanophenyl)propan-2-yl)phenyl)acetylene ClC=1C=C(C=C(C1OCCCl)C#N)C(C)(C)C1=CC=C(C=C1)C#C